C(C)(C)(C)OC(=O)N1[C@@H]2[C@H](OCC1)C[C@@H](NC2)C.C(=C)[Si]2(O[Si](O[Si](O[Si](O2)(C)C=C)(C)C=C)(C)C=C)C |r| tetravinyl-tetramethyl-cyclotetra-siloxane rac-tert-butyl-(4aS,7S,8aR)-7-methyloctahydro-4H-pyrido[4,3-b][1,4]oxazine-4-carboxylate